FC1=CC(=CC2=C1N(N=N2)C)OC2=CC(=C(N)C=C2C)OC 4-((7-fluoro-1-methyl-1H-benzo[d][1,2,3]triazol-5-yl)-oxy)-2-methoxy-5-methyl-aniline